pyrimidine-4-formamide N1=CN=C(C=C1)C(=O)N